9,9',9''-(4-(3-(4,6-diphenyl-1,3,5-triazin-2-yl)phenyl)pyridine-2,3,6-triyl)tris(4,5-diphenyl-9H-carbazole) C1(=CC=CC=C1)C1=NC(=NC(=N1)C1=CC=CC=C1)C=1C=C(C=CC1)C1=C(C(=NC(=C1)N1C2=CC=CC(=C2C=2C(=CC=CC12)C1=CC=CC=C1)C1=CC=CC=C1)N1C2=CC=CC(=C2C=2C(=CC=CC12)C1=CC=CC=C1)C1=CC=CC=C1)N1C2=CC=CC(=C2C=2C(=CC=CC12)C1=CC=CC=C1)C1=CC=CC=C1